(1S,2S)-2-fluoro-N-(3-{6-[(1Z)-1-(hydroxyimino)propyl]-4-methylpyridin-3-yl}-1-methyl-2-oxo-1,6-naphthyridin-7-yl)cyclopropane-1-carboxamide F[C@@H]1[C@@H](C1)C(=O)NC1=NC=C2C=C(C(N(C2=C1)C)=O)C=1C=NC(=CC1C)\C(\CC)=N/O